COC(=O)C1=C(C2=C(C(=NS2)C#CC2=CC(=CC=C2)OC)C=C1Cl)Cl 5,7-dichloro-3-(3-methoxyphenylethynyl)benzisothiazole-6-carboxylic acid methyl ester